ClC1=CC(=C(COC2OCCCC2)C=C1)F 2-((4-chloro-2-fluorobenzyl)oxy)tetrahydro-2H-pyran